6,7,8,9-tetrahydropyrido[3',4':4,5]imidazo[1,2-a]pyrazine-3-carboxamide C1=NC(=CC2=C1N=C1N2CCNC1)C(=O)N